N-[6-(5-chloro-1,3-benzoxazol-2-yl)spiro[3.3]heptan-2-yl]-1-methyl-2-oxo-piperidine-4-carboxamide ClC=1C=CC2=C(N=C(O2)C2CC3(CC(C3)NC(=O)C3CC(N(CC3)C)=O)C2)C1